5-((9-((2R,3R,5S)-3-acetoxy-5-(acetoxymethyl)tetrahydrofuran-2-yl)-2-amino-8-oxo-8,9-dihydro-7H-purin-7-yl)methyl)thiophen C(C)(=O)O[C@H]1[C@@H](O[C@@H](C1)COC(C)=O)N1C2=NC(=NC=C2N(C1=O)CC1=CC=CS1)N